2-chloro-1-(4-chlorophenyl)ethanone ClCC(=O)C1=CC=C(C=C1)Cl